COC1=CC=C(C=C1)S(=O)(=O)N1CCNC2=CC=CC=C12 1-((4-methoxyphenyl)sulfonyl)-1,2,3,4-tetrahydroquinoxaline